3-(3,8-dimethyl[1,2,4]triazolo[4,3-a]pyridin-7-yl)-3-{7-[(7'-hydroxy-3'H-spiro[cyclopropane-1,2'-pyrido[2,3-f][1,4]oxazepine]-4'(5'H)-yl)methyl]-1-benzothiophen-5-yl}propanoic acid CC1=NN=C2N1C=CC(=C2C)C(CC(=O)O)C=2C=C(C1=C(C=CS1)C2)CN2CC1(OC3=C(C2)N=C(C=C3)O)CC1